C(=O)[O-].ClC1=C(C(=O)NCCOCC[N+]2(CCCC2)C)C=CC(=C1)NC=1C=2N(C=CN1)C(=CN2)C2=C(C(=C(C=C2)OCC#N)F)F 2-Chloro-4-[[3-[4-(cyanomethoxy)-2,3-difluoro-phenyl]imidazo[1,2-a]pyrazin-8-yl]amino]-N-[2-[2-(1-methylpyrrolidin-1-ium-1-yl)ethoxy]ethyl]benzamide formate